ClC1=C(C(=CC(=C1)F)Cl)C1=CC=C(C=2C3C(COC12)C3)C[C@@H](C(=O)OC)NC(C3=C(C=CC=C3F)F)=O methyl (2S)-3-(4-(2,6-dichloro-4-fluorophenyl)-1,1a,2,7b-tetrahydro cyclopropa[c]chromen-7-yl)-2-(2,6-difluorobenzamido)propanoate